methyl (2'S,6'S,7S)-2-chloro-6'-methyl-spiro[4,5-dihydrothieno[2,3-c]pyran-7,4'-piperidine]-2'-carboxylate ClC1=CC2=C(S1)[C@]1(C[C@H](N[C@H](C1)C)C(=O)OC)OCC2